C(C)OC(NC1CC2(CN(C2)C=2OC3=C(N2)C=C(C=C3)Cl)C1)=O N-[2-(5-chloro-1,3-benzoxazol-2-yl)-2-azaspiro[3.3]heptan-6-yl]carbamic acid ethyl ester